(4-bromobenzofuran-2-yl)methanol BrC1=CC=CC2=C1C=C(O2)CO